BrC1=CC=C(C=C1)[C@H]1CN(CC[C@@H]1OC(F)F)C(C)C (3S,4S)-3-(4-bromophenyl)-4-(difluoromethoxy)-1-isopropylpiperidine